COCC1=CC(=CC=C1)COC α,α'-dimethoxy-m-xylene